C(C)(=O)C=1C=C(C=NC1N)C=1C=C2N(N1)CCC21CN(CC1)C(=O)NC1(CCC1)C1=CC=CC=C1 2'-(5-acetyl-6-aminopyridin-3-yl)-N-(1-phenylcyclobutyl)-5',6'-dihydrospiro[pyrrolidine-3,4'-pyrrolo[1,2-b]pyrazole]-1-carboxamide